6,6'-di-t-butyl-2,2'-methylenedi-p-cresol C(C)(C)(C)C=1C=C(C=C(C1O)CC1=CC(=CC(=C1O)C(C)(C)C)C)C